N(C(=N)N)CCC1=CC=C(C=C1)NC(=O)C=1SC=C(C1)C=1CCN(CC1)C(N)=N N-[4-(2-carbamimidamidoethyl)phenyl]-4-(1-carbamimidoyl-1,2,3,6-tetrahydropyridin-4-yl)thiophene-2-carboxamide